3-Morpholinopropanoyl 2-(2-azidoacetylamino)-2-deoxy-3,4-di-O-acetyl-6-O-(((S)-1-isopropoxycarbonylethylamino) (phenoxy) phosphoryl)-D-mannopyranoside N(=[N+]=[N-])CC(=O)N[C@@H]1C(OC(CCN2CCOCC2)=O)O[C@@H]([C@H]([C@@H]1OC(C)=O)OC(C)=O)COP(=O)(OC1=CC=CC=C1)N[C@@H](C)C(=O)OC(C)C